R-1-phenylethylamine C1(=CC=CC=C1)[C@@H](C)N